(S)-2-((S)-2-(3-(tert-butyl)ureido)-3,3-dimethylbutanamido)-4,4-dimethyl-N-((S)-1-oxo-3-((S)-2-oxopyrrolidin-3-yl)propan-2-yl)pentanamide C(C)(C)(C)NC(N[C@H](C(=O)N[C@H](C(=O)N[C@H](C=O)C[C@H]1C(NCC1)=O)CC(C)(C)C)C(C)(C)C)=O